CO[C@H]1CN(CC1)C(=O)N1CC2=C(C=C(C=C2CC1)C=1C=C2C(=NC1)NC=C2C)[C@H]2N(CCC2)C(=O)OC(C)(C)C tert-butyl (S)-2-(2-((R)-3-methoxypyrrolidine-1-carbonyl)-6-(3-methyl-1H-pyrrolo[2,3-b]pyridin-5-yl)-1,2,3,4-tetrahydroisoquinolin-8-yl)pyrrolidine-1-carboxylate